C(CO)O 1,2-Ethylene glycol